CN(C=1C(=NC=CC1)CNC1=NC(=NC=C1C(F)(F)F)NC=1C=C(C=CC1)NC(C)=O)S(=O)(=O)C N-[3-({4-[({3-[methyl(methylsulfonyl)amino]pyridin-2-yl}methyl)amino]-5-(trifluoromethyl)pyrimidin-2-yl}amino)phenyl]acetamide